O1COC=C1 [1,3]Dioxol